1-((4-methoxybenzyl)oxy)-3,5-bis(trifluoromethyl)benzene COC1=CC=C(COC2=CC(=CC(=C2)C(F)(F)F)C(F)(F)F)C=C1